BrC1=C(C=C(C=C1C)N1N=C(C(NC1=O)=O)C(=O)O)C 2-(4-bromo-3,5-dimethyl-phenyl)-3,5-dioxo-1,2,4-triazine-6-carboxylic acid